3-amino-1-[2-(2-ethoxypyridin-3-yl)-1'-[4-fluoro-2-(trifluoromethyl)phenyl]spiro[6,8-dihydro-1,7-naphthyridine-5,4'-piperidine]-7-yl]propan-1-one NCCC(=O)N1CC2(CCN(CC2)C2=C(C=C(C=C2)F)C(F)(F)F)C=2C=CC(=NC2C1)C=1C(=NC=CC1)OCC